C1(=CC=C(C=C1)CN1N=CC2=CC(=CC(=C12)C(=O)NC1CC2(CC(C2)CC(=O)O)C1)OC(F)F)C1=CC=CC=C1 (Ra)-2-(6-(1-([1,1'-Biphenyl]-4-ylmethyl)-5-(difluoromethoxy)-1H-indazole-7-carboxamido)spiro[3.3]heptan-2-yl)acetic acid